C(CCCCCCCCCCCCCCC)N1C(C2=C(C=C(C=C2C=C1)CCCCC(CCCCCCC)CCCCC)O)=O 2-hexadecyl-8-hydroxy-6-(5-pentyldodecyl)isoquinolin-1(2H)-one